5-[7-(cis-3-hydroxy-3-methylcyclobutyl)-4-methyl-7H-pyrrolo[2,3-c]pyridazin-3-yl]-2,3-dihydro-1H-inden-4-ol OC1(CC(C1)N1C=CC2=C1N=NC(=C2C)C2=C(C=1CCCC1C=C2)O)C